tert-butyl 4-(1-methyl-4-(trifluoromethyl)-1H-imidazol-5-yl)piperidine-1-carboxylate CN1C=NC(=C1C1CCN(CC1)C(=O)OC(C)(C)C)C(F)(F)F